BrC=1C=C(C2=C(N(N=C2C1)C)C=1C=C2[C@H](CN(C(C2=C(C1)OC)=O)COCC[Si](C)(C)C)C)OCC |o1:14| rel-(4R)-6-(6-bromo-4-ethoxy-2-methylindazol-3-yl)-8-methoxy-4-methyl-2-(2-trimethylsilylethoxymethyl)-3,4-dihydroisoquinolin-1-one